O=C1NC(CC[C@@H]1N1CC=2C(N(C=CC2C1=O)C1CC2(C1)CCNCC2)=O)=O (S)-2-(2,6-dioxopiperidin-3-yl)-5-(7-azaspiro[3.5]nonan-2-yl)-3,5-dihydro-1H-pyrrolo[3,4-c]pyridine-1,4(2H)-dione